5,5,5-trifluoro-3-hydroxy-3-methyl-pentanoic acid ethyl ester C(C)OC(CC(CC(F)(F)F)(C)O)=O